FC=1C=C2C(=CNC2=C(C1)F)CCN(C)C 2-(5,7-difluoro-1H-indol-3-yl)-N,N-dimethylethan-1-amine